4-(dimethylamino)-3-nitrobenzoic acid CN(C1=C(C=C(C(=O)O)C=C1)[N+](=O)[O-])C